4-((6-(3-(3,4-dihydroisoquinolin-2(1H)-yl)-4-hydroxypyrrolidine-1-carbonyl)pyrimidin-4-yl)amino)piperidin-1-ylethanone C1N(CCC2=CC=CC=C12)C1CN(CC1O)C(=O)C1=CC(=NC=N1)NC1CCN(CC1)C(C)=O